2,7-dichloro-8-fluoro-4-methylsulfanyl-pyrido[4,3-d]pyrimidine ClC=1N=C(C2=C(N1)C(=C(N=C2)Cl)F)SC